2-(4-cyano-phenoxy)-N-(6,7-dihydro-5,8-dioxa-1-thia-3-aza-cyclopenta[b]naphthalen-2-yl)-2-(4-ethanesulfonyl-phenyl)-acetamide C(#N)C1=CC=C(OC(C(=O)NC2=NC=3C(=CC=4OCCOC4C3)S2)C2=CC=C(C=C2)S(=O)(=O)CC)C=C1